diisopropylphenylhydroperoxide C(C)(C)C=1C(=C(C=CC1)OO)C(C)C